(3-(4-fluoro-2-methyl-1-(1-methylpiperidin-4-yl)-1H-benzo[d]imidazol-6-yl)-1H-pyrrolo[2,3-b]pyridin-5-yl)(2-methyl-5,6-dihydroimidazo[1,2-a]pyrazin-7(8H)-yl)methanone FC1=CC(=CC=2N(C(=NC21)C)C2CCN(CC2)C)C2=CNC1=NC=C(C=C12)C(=O)N1CC=2N(CC1)C=C(N2)C